4-[({3-[1-(3-Hydroxypyrrolidin-1-carbonyl)-4-methylpyrrolidin-3-yl]-4-methoxy-1-(thiophen-3-carbonyl)-1H-pyrazol-5-yl}amino)methyl]benzol OC1CN(CC1)C(=O)N1CC(C(C1)C)C1=NN(C(=C1OC)NCC1=CC=CC=C1)C(=O)C1=CSC=C1